2-{[(3R,6R)-1-{[4-chloro-2-(2H-1,2,3-triazol-2-yl)phenyl]carbonyl}-6-methylpiperidin-3-yl]oxy}pyridine-4-carbonitrile ClC1=CC(=C(C=C1)C(=O)N1C[C@@H](CC[C@H]1C)OC1=NC=CC(=C1)C#N)N1N=CC=N1